COC1=CC=C(CN2C=NC3=C2C=C(C=C3)N3N=C(CC3=O)C)C=C1 1-(1-(4-methoxybenzyl)-1H-benzo[D]imidazol-6-yl)-3-methyl-1H-pyrazol-5(4H)-one